tert-butyl 4-((4-bromophenyl)sulfonamido)piperidine-1-carboxylate BrC1=CC=C(C=C1)S(=O)(=O)NC1CCN(CC1)C(=O)OC(C)(C)C